CC=1C=C2C(=NC1)NN=C2C(=O)O 5-methyl-1H-pyrazolo[3,4-b]pyridine-3-carboxylic acid